tert-Butyl 1-(2-(2,6-dioxopiperidin-3-yl)-1-oxoisoindolin-5-yl)piperidine-4-carboxylate O=C1NC(CCC1N1C(C2=CC=C(C=C2C1)N1CCC(CC1)C(=O)OC(C)(C)C)=O)=O